ClC1=CC2=C(C(N3[C@@H](CO2)CN(CC3)C(=O)OC(C)(C)C)=O)C(=N1)N1CC3(CC1)CCCC3 tert-Butyl (R)-3-chloro-12-oxo-1-(2-azaspiro[4.4]nonan-2-yl)-6a,7,9,10-tetrahydro-6H-pyrazino[2,1-c]pyrido[3,4-f][1,4]oxazepine-8(12H)-carboxylate